3-(5-(4-(3-(4-(2-(4-((6-hydroxy-2-(4-hydroxyphenyl)benzo[b]thiophen-3-yl)oxy)phenoxy)ethyl)piperazin-1-yl)propyl)piperazin-1-yl)-1-oxoisoindolin-2-yl)piperidine-2,6-dione OC=1C=CC2=C(SC(=C2OC2=CC=C(OCCN3CCN(CC3)CCCN3CCN(CC3)C=3C=C4CN(C(C4=CC3)=O)C3C(NC(CC3)=O)=O)C=C2)C2=CC=C(C=C2)O)C1